C1(CC1)C1=NC=NC(=C1C1=NC(=C2C(=N1)N(N=C2)C(C)C)OCC2=CC(=C(C=C2)C=2N(C=C(N2)C(F)(F)F)C)F)OC 6-(4-cyclopropyl-6-methoxy-pyrimidin-5-yl)-4-[[3-fluoro-4-[1-methyl-4-(trifluoromethyl)imidazol-2-yl]phenyl]methoxy]-1-isopropyl-pyrazolo[3,4-d]pyrimidine